ClC=1C(=CC2=C(C(C(O2)=O)(C)C)C1)CC(=O)NC1=CC(=NC=C1)C(=O)NC1(CC1)C(F)(F)F 4-[[2-(5-chloro-3,3-dimethyl-2-oxo-benzofuran-6-yl)acetyl]amino]-N-[1-(trifluoromethyl)cyclopropyl]pyridine-2-carboxamide